Ethyl 4-[6-({5-[2-cyclopropyl-6-(trifluoromethyl)pyridin-4-yl]-7-({[1-(methoxymethyl)cyclopentyl]methyl}(methyl)amino)-1H-imidazo[4,5-b]pyridin-2-yl}carbamoyl)pyridin-3-yl]butanoate C1(CC1)C1=NC(=CC(=C1)C1=CC(=C2C(=N1)N=C(N2)NC(=O)C2=CC=C(C=N2)CCCC(=O)OCC)N(C)CC2(CCCC2)COC)C(F)(F)F